ClC=1N(C2=CC=CC=C2C1C=O)CCOC 2-chloro-1-(2-methoxyethyl)-1H-indole-3-carbaldehyde